2-[[2-chloro-5-(1-methylpyrazol-3-yl)phenyl]methylamino]-5-(2-methoxyethyl)-4H-[1,2,4]triazolo[1,5-a]pyrimidin-7-one ClC1=C(C=C(C=C1)C1=NN(C=C1)C)CNC1=NN2C(NC(=CC2=O)CCOC)=N1